BrC1=CC(=CC=C1)Br 1,3-Dibromobenzol